(R)-7-(3,5-dimethylisoxazol-4-yl)-8-methoxy-1-(1-(pyridin-2-yl)ethyl)-1,3-dihydro-2H-imidazo[4,5-c]quinolin-2-one CC1=NOC(=C1C=1C(=CC=2C3=C(C=NC2C1)NC(N3[C@H](C)C3=NC=CC=C3)=O)OC)C